N-(3,5-dimethylphenylcarbamoylmethyl)iminodiacetic acid CC=1C=C(C=C(C1)C)NC(=O)CN(CC(=O)O)CC(=O)O